BrC1=CC2=C(N=C(N=[O+]2)Cl)C=C1 7-bromo-3-chloro-1-oxa-1,2,4-benzotriazin-1-ium